C12(CC3CC(CC(C1)C3)C2)CN2N=CC(=C2C)C2=C(N3C(S2)=CC=N3)C(=O)OCC ethyl 2-(1-(adamantan-1-ylmethyl)-5-methyl-1H-pyrazol-4-yl)pyrazolo[5,1-b]thiazole-3-carboxylate